C(C)(C)(C)OC(=O)C1CCN(CC1)C(=O)N 4-(tert-butoxycarbonyl)piperidinamide